cyclohexane-1,2-dicarboxylic acid dioctyl ester C(CCCCCCC)OC(=O)C1C(CCCC1)C(=O)OCCCCCCCC